CC1N(CCOC1)C1=C2C(=NC(=C1)C=1C3=C(N=CN1)NC=C3)N(C=C2)S(=O)(=O)C 3-methyl-4-(1-(methylsulfonyl)-6-(7H-pyrrolo[2,3-d]pyrimidin-4-yl)-1H-pyrrolo[2,3-b]pyridin-4-yl)-morpholine